((4-chlorophenyl)carbamoyl)-L-valyl-D-glutamic acid ClC1=CC=C(C=C1)NC(=O)N[C@@H](C(C)C)C(=O)N[C@H](CCC(=O)O)C(=O)O